NC1=C(C(N(C2=CC(=CC=C12)Br)C1=CC=C(C=C1)C(CC)O)=O)C(=O)OC methyl 4-amino-1-(4-(1-hydroxypropyl)phenyl)-2-oxo-7-bromo-1,2-dihydroquinoline-3-carboxylate